(1r,4r)-N1-(5-Methyl-4-(6-(6-morpholinopyridin-3-yl)imidazo[1,2-a]pyridin-3-yl)pyrimidin-2-yl)cyclohexane-1,4-diamine CC=1C(=NC(=NC1)NC1CCC(CC1)N)C1=CN=C2N1C=C(C=C2)C=2C=NC(=CC2)N2CCOCC2